ClC1=NC=C(C(=N1)C1NCCC2=CC=CC=C12)Cl (2,5-dichloropyrimidin-4-yl)-1,2,3,4-tetrahydroisoquinoline